C(C1=CC=CC=C1)C=1C=2CC[C@H]3N(C2C=NC1)CCNC3 (R)-4-benzyl-6,6a,7,8,9,10-hexahydro-5H-pyrazino[1,2-a][1,7]naphthyridine